(1S,5R)-3,3-difluorobicyclo[3.1.0]hexane-6-carboxylic acid FC1(C[C@@H]2C([C@@H]2C1)C(=O)O)F